Cl.COC1(COCC1)C1=NC=CC(=C1C1C[C@H](NCC1)C)C 2-(3-methoxytetrahydrofuran-3-yl)-4-methyl-3-((2R)-2-methylpiperidin-4-yl)pyridine hydrochloride